1-(4-(2-(3,5-dichloro-4-(3-chloro-2-hydroxypropoxy)phenyl)propan-2-yl)phenoxy)-3-(ethylsulfonyl)propan-2-yl acetate C(C)(=O)OC(COC1=CC=C(C=C1)C(C)(C)C1=CC(=C(C(=C1)Cl)OCC(CCl)O)Cl)CS(=O)(=O)CC